bis(8-oxo-8-(pentadecan-7-yloxy)octyl) 2-(hydroxymethyl)pentanedioate OCC(C(=O)OCCCCCCCC(OC(CCCCCC)CCCCCCCC)=O)CCC(=O)OCCCCCCCC(OC(CCCCCC)CCCCCCCC)=O